BrC1=CC(=C(C=N1)OCCO)I 2-((6-bromo-4-iodopyridin-3-yl)oxy)ethane-1-ol